tris(dimethylphenyl)phosphine tetrakis(pentafluorophenyl)borate FC1=C(C(=C(C(=C1[B-](C1=C(C(=C(C(=C1F)F)F)F)F)(C1=C(C(=C(C(=C1F)F)F)F)F)C1=C(C(=C(C(=C1F)F)F)F)F)F)F)F)F.CC=1C(=C(C=CC1)P(C1=C(C(=CC=C1)C)C)C1=C(C(=CC=C1)C)C)C